1-(3-bromo-4-chloro-2-methoxy-6,7,9,10-tetrahydropyrido[2',3':4,5]pyrrolo[2,3-d]azepin-8(5H)-yl)-2-hydroxyethan-1-one BrC1=C(C2=C(C3=C(CCN(CC3)C(CO)=O)N2)N=C1OC)Cl